CC(CNCCCCCCCCCCN)(CC)C N-(2,2-dimethylbutyl)decane-1,10-diamine